CNC(C(C)SC=1N=NC(=C(N1)C1=CC=CC=C1)C=1C=C(C=CC1)C)=O N-methyl-2-[[6-(m-tolyl)-5-phenyl-1,2,4-triazin-3-yl]sulfanyl]propanamide